C1=CC=CC=2C3=CC=CC=C3C(C12)COC(=O)N[C@@H](CC(N(C)C)=O)C(=O)N1[C@H](C=2NC3=CC(=CC=C3C2C[C@H]1C(=O)OC)Cl)CC(C)C methyl (1S,3S)-2-(N2-(((9H-fluoren-9-yl)methoxy)carbonyl)-N4,N4-dimethyl-L-asparaginyl)-7-chloro-1-isobutyl-2,3,4,9-tetrahydro-1H-pyrido[3,4-b]indole-3-carboxylate